C(CCCCCCCCCCCCCCCCCCCCC(=O)N)CCCCCCCCCCCCCCCCCC(=O)N butylenebisstearic acid amide